6-CHLORO-1-METHYLINDOLE-2-BORONIC ACID ClC1=CC=C2C=C(N(C2=C1)C)B(O)O